BrC1=C(\C=N\NS(=O)(=O)C2=CC=C(C=C2)C)C(=CC=C1F)OC (E)-N'-(2-bromo-3-fluoro-6-methoxybenzylidene)-4-methylbenzenesulfonohydrazide